4-[(5-phenyltetrazol-2-yl)methyl]benzohydroxamic acid C1(=CC=CC=C1)C=1N=NN(N1)CC1=CC=C(C(=O)NO)C=C1